OC1=C(C=CC(=C1)C(F)(F)F)C=1N=CN(C1)C12CC(C1)(C2)NC(COC2(CCC2)OC(F)(F)F)=O N-(3-(4-(2-hydroxy-4-(trifluoromethyl)phenyl)-1H-imidazol-1-yl)bicyclo[1.1.1]pent-1-yl)-2-(3-cis-(trifluoromethoxy)cyclobutoxy)acetamide